(S)-4-(4-(trifluoromethyl)pyrazolo[1,5-a]pyridin-2-yl)-5-(5-(trifluoromethyl)pyridin-2-yl)-4,5,6,7-tetrahydro-1H-imidazo[4,5-c]pyridine FC(C=1C=2N(C=CC1)N=C(C2)[C@H]2N(CCC1=C2N=CN1)C1=NC=C(C=C1)C(F)(F)F)(F)F